2-(3-cyano-4-isobutylphenyl)-4-methyl-thiazole-5-carboxylic acid ethyl ester C(C)OC(=O)C1=C(N=C(S1)C1=CC(=C(C=C1)CC(C)C)C#N)C